C(C)(C)(C)OC(=O)N1C(COCC1)C(=O)N(C)C (dimethylaminoformyl)morpholine-4-carboxylic acid tert-butyl ester